(R)-2-(piperidin-4-yl)propan-1-ol N1CCC(CC1)[C@H](CO)C